methyl 2-(bromomethyl)-5-chlorobenzoate BrCC1=C(C(=O)OC)C=C(C=C1)Cl